tert-butyl N-cyclopropyl-N-[[(3S)-1-[5-[(6-methoxy-2-methyl-pyrazolo[1,5-a]pyridin-5-yl)carbamoyl]pyrazin-2-yl]pyrrolidin-3-yl]methyl]carbamate C1(CC1)N(C(OC(C)(C)C)=O)C[C@@H]1CN(CC1)C1=NC=C(N=C1)C(NC1=CC=2N(C=C1OC)N=C(C2)C)=O